[N+](=[N-])=C1C(CCC1=O)=O 2-diazocyclopentane-1,3-dione